(3-(4-(8-Chloro-7-((2-methyl-1H-benzo[d]imidazol-6-yl)oxy)quinoxalin-2-yl)-1H-pyrazol-1-yl)azetidin-1-yl)(3-hydroxyazetidin-1-yl)methanone ClC=1C(=CC=C2N=CC(=NC12)C=1C=NN(C1)C1CN(C1)C(=O)N1CC(C1)O)OC=1C=CC2=C(NC(=N2)C)C1